ClC=1C=C(C=NC1)C1=NC(=NO1)C1=NN(C(C=C1)=O)CC(=O)NCC 2-(3-(5-(5-Chloropyridin-3-yl)-1,2,4-oxadiazol-3-yl)-6-oxopyridazin-1(6H)-yl)-N-ethyl-acetamide